2-ethyloxirane C(C)C1OC1